N=1N(N=C2C1C=CC=C2)C2=CC(=CC(=C2O)CC2=C(C(=CC(=C2)C)C(C)(C)C)O)C(C)(C)CC(C)(C)C 6-(2-benzotriazolyl)-4-tert-octyl-6'-tert-butyl-4'-Methyl-2,2'-methylenebisphenol